NCCCCCNC(CN(CC(=O)NCCO[C@@H]1[C@@H](O)[C@@H](O)[C@H](O)[C@H](O1)CO)CC(=O)NCCO[C@@H]1[C@@H](O)[C@@H](O)[C@H](O)[C@H](O1)CO)=O 2,2'-({2-[(5-Aminopentyl)amino]-2-oxoethyl}azanediyl)bis(N-{2-[(α-D-mannopyranosyl)oxy]ethyl}acetamide)